4-chloro-7-iodo-5-(4-methoxy-phenyl)-5H-pyrrolo[3,2-d]pyrimidine ClC=1C2=C(N=CN1)C(=CN2C2=CC=C(C=C2)OC)I